6-(4-chlorophenyl)-1,4-benzoxazinoimidazole ClC1=CC=C(C=C1)C1=CC2=C(N=C3C(=NC=N3)O2)C=C1